N-[2-(1-methyl-4-piperidyl)-6-morpholino-1-oxo-isoindolin-5-yl]pyrazolo[1,5-a]pyrimidine-3-carboxamide CN1CCC(CC1)N1C(C2=CC(=C(C=C2C1)NC(=O)C=1C=NN2C1N=CC=C2)N2CCOCC2)=O